((1R,3R,5S,6R)-6-(1-isopropyl-3-(5-(trifluoromethyl)pyridin-3-yl)-1H-1,2,4-triazol-5-yl)bicyclo[3.1.0]hexane-3-yl)-1,4-oxaazepan C(C)(C)N1N=C(N=C1C1[C@H]2CC(C[C@@H]12)C1OCCCNC1)C=1C=NC=C(C1)C(F)(F)F